N1[C@@H](CC1)CN1C2=C(OCC3(CCOC4=CC(=CC=C34)Cl)C1)C=CC(=C2)C(=O)OC Methyl 5-(((S)-azetidin-2-yl) methyl)-7'-chloro-4,5-dihydro-2H-spiro[benzo[b][1,4]oxazepine-3,4'-chroman]-7-carboxylate